tert-butyl ((4-aminophenyl)sulfonyl)(2-(dimethylamino)ethyl)carbamate NC1=CC=C(C=C1)S(=O)(=O)N(C(OC(C)(C)C)=O)CCN(C)C